N=1NN=NC1[C@@H]1[C@@H](CCCC1)C(=O)N1[C@@H](C2=C(C=CC(=C2CC1)Cl)OCC1=NOC2=C1C=CC=C2)CN2C(CCC2)=O 1-(((S)-2-((1R,2S)-2-(2H-tetrazol-5-yl)cyclohexane-1-carbonyl)-8-(benzo[d]isoxazol-3-ylmethoxy)-5-chloro-1,2,3,4-tetrahydroisoquinolin-1-yl)methyl)pyrrolidin-2-one